C(CCCCCCC\C=C/C=C/C=C\CCCC)(=O)N punicic acid amide